N1N=CC=C1C1=CC=C(C(=O)NC2=CC(=CC=C2)C#CC2=NC=CC=C2)C=C1 4-(1H-PYRAZOL-5-YL)-N-(3-(PYRIDIN-2-YLETHYNYL)PHENYL)BENZAMIDE